COC(C1=C(C(=C(C(=C1F)Cl)C1=NC(=CC(=C1C(F)(F)F)C)N(CC1=CC=C(C=C1)OC)CC1=CC=C(C=C1)OC)F)N)=O 2-amino-4-(6-(bis(4-methoxybenzyl)amino)-4-methyl-3-(trifluoromethyl)pyridin-2-yl)-5-chloro-3,6-difluorobenzoic acid methyl ester